C(C1=CC=CC=C1)N1C[C@H]([C@@H](C1)C)C=1NC(C2=C(N1)N(N=C2)C2CCCC2)=O 6-[(3S,4S)-1-benzyl-4-methylpyrrolidin-3-yl]-1-cyclopentyl-1,5-dihydro-4H-pyrazolo[3,4-d]pyrimidin-4-one